C(C)(C)(C)C1(C(C=CC=C1)O)C 2-tert-butyl-2-methylphenol